5-((2-((dimethylamino)methyl)-5-isopropylpyridin-4-yl)oxy)pyrimidine-2,4-diamine CN(C)CC1=NC=C(C(=C1)OC=1C(=NC(=NC1)N)N)C(C)C